6-(1-Methyl-1H-pyrazol-4-yl)-3-piperazin-1-ylpyrazolo[1,5-a]pyridine hydrochloride salt Cl.CN1N=CC(=C1)C=1C=CC=2N(C1)N=CC2N2CCNCC2